2-(3-(1-((R)-1-(2,6-dichloro-3-cyclopropylphenyl)ethyl)-1H-imidazo[4,5-c]pyridin-6-yl)pyridin-4-yl)propionic acid ClC1=C(C(=CC=C1C1CC1)Cl)[C@@H](C)N1C=NC=2C=NC(=CC21)C=2C=NC=CC2C(C(=O)O)C